NN(CCCNC(N)=N)C(=O)O aza-arginine